4-amino-3-chloro-6-(4-cyano-2-fluorophenyl)-5-fluoropyridine-2-carboxylic acid NC1=C(C(=NC(=C1F)C1=C(C=C(C=C1)C#N)F)C(=O)O)Cl